3-(2-(allyloxy)-1-hydroxyethyl)piperidine C(C=C)OCC(O)C1CNCCC1